FC1=C(C=CC=C1)COC1=CC2=C(N(N=C2C=C1)C)C(=O)NC(C(=O)N)(CO)C 2-({5-[(2-fluorophenyl)methoxy]-2-methyl-2H-indazol-3-yl}formamido)-3-hydroxy-2-methylpropanamide